mono-n-octyl ether C(CCCCCCC)OCCCCCCCC